ClC=1C=CC(=C2C=CC(=NC12)N(C1=NC=CC(=C1)C(F)(F)F)CCCN1CCOCC1)OCCN1CCOCC1 8-chloro-5-(2-morpholinoethoxy)-N-(3-morpholinopropyl)-N-(4-(trifluoromethyl)pyridin-2-yl)quinolin-2-amine